N-[3-chloro-4-[4-(piperidine-4-carbonyl)piperazine-1-carbonyl]phenyl]-5-[2,5-difluoro-6-(methylamino)-3-pyridinyl]-1-methyl-imidazole-2-carboxamide ClC=1C=C(C=CC1C(=O)N1CCN(CC1)C(=O)C1CCNCC1)NC(=O)C=1N(C(=CN1)C=1C(=NC(=C(C1)F)NC)F)C